7-amino-5-bromo-2-[(1S)-1-cyclopropylethyl]isoindolin-1-one NC=1C=C(C=C2CN(C(C12)=O)[C@@H](C)C1CC1)Br